N1,N1'-([1,1'-biphenyl]-4,4'-diyl)bis(N1,N4,N4-triphenylbenzene-1,4-diamine) C1(=CC=C(C=C1)N(C1=CC=C(C=C1)N(C1=CC=CC=C1)C1=CC=CC=C1)C1=CC=CC=C1)C1=CC=C(C=C1)N(C1=CC=C(C=C1)N(C1=CC=CC=C1)C1=CC=CC=C1)C1=CC=CC=C1